1H-imidazole-4-amide benzenesulfonate C1(=CC=CC=C1)S(=O)(=O)O.N1C=NC(=C1)C(=O)N